COC1=NC=CC(=C1)N1CC=CC2=C1N=CN=C2 8-(2-methoxypyridin-4-yl)pyrido[2,3-d]pyrimidin